(S)-4-((2-cyanophenyl)thio)-6-(1-(1-methyl-2-oxopiperidin-4-yl)-1H-pyrazol-4-yl)pyrazolo[1,5-a]pyridine-3-carbonitrile C(#N)C1=C(C=CC=C1)SC=1C=2N(C=C(C1)C=1C=NN(C1)[C@@H]1CC(N(CC1)C)=O)N=CC2C#N